CN1N=C(C2=C1C=NN(C2=O)CC(=O)N[C@@H](C)C2=C(C=C(C=C2)OC)F)C (S)-2-(1,3-Dimethyl-4-oxo-1,4-dihydro-5H-pyrazolo[3,4-d]pyridazin-5-yl)-N-(1-(2-fluoro-4-methoxyphenyl)ethyl)acetamid